rac-(3R,4R)-4-{[5-(2,4-difluoro-phenyl)-isoxazole-3-carbonyl]-amino}-3-(methyl-phenethyl-carbamoyl)-piperidine-1-carboxylic acid tert-butyl ester C(C)(C)(C)OC(=O)N1C[C@H]([C@@H](CC1)NC(=O)C1=NOC(=C1)C1=C(C=C(C=C1)F)F)C(N(CCC1=CC=CC=C1)C)=O |r|